N1N=C(C=C1)P(OCC)(OCC)=O diethyl 1H-pyrazol-3-ylphosphonate